ClC=1C=C2C(NC(=NC2=CC1)C1CCCCC1)=O 6-chloro-2-cyclohexylquinazolin-4(3H)-one